FC=1C(=CC=C(C(=O)[O-])C1)C(F)(F)F 5-fluoro-4-(trifluoromethyl)benzoate